5-oxooctahydropyrrolo[2,1-b][1,3]thiazepine-7-carboxamide O=C1N2C(SCCC1)CCC2C(=O)N